4-bromo-1-methylene-2,3-dihydro-1H-indene BrC1=C2CCC(C2=CC=C1)=C